salicylaldehyde cesium carbonate C([O-])([O-])=O.[Cs+].C(C=1C(O)=CC=CC1)=O.[Cs+]